C(CCCCCCCCC)(=O)OCC(COC(NC1CN(C1)CC(F)(F)F)=O)OC(CCCCCCCCC)=O 3-(((1-(2,2,2-trifluoroethyl)azetidin-3-yl)carbamoyl)oxy)propane-1,2-diyl bis(decanoate)